Cl.FC=1C=C(C=C(C1)F)C=1SC=C(N1)COC[C@H](CCCCN1C[C@@H]([C@H]([C@@H]([C@H](C1)O)O)O)O)F (3S,4R,5R,6S)-1-[(5S)-6-{[2-(3,5-difluorophenyl)-1,3-thiazol-4-yl]methoxy}-5-fluorohexyl]-3,4,5,6-azepanetetrol hydrochloride